FC1=CC=C(C=N1)C=1C=2N(C=C(C1)OCC(C)(C)O)N=CC2C#N 4-(6-fluoropyridine-3-yl)-6-[(2-hydroxy-2-methylpropyl)oxy]pyrazolo[1,5-a]pyridine-3-carbonitrile